C(C)(C)N1C=C(C=CC1=O)C1=CC=C2CCC[C@@H](C2=C1)[C@H](C(=O)NC1=CC=C(C=C1)C=1N(C=NC1)C)NC(=O)C=1N(N=CC1)C N-[(1R)-1-[(1S)-7-(1-isopropyl-6-oxo-3-pyridyl)tetralin-1-yl]-2-[4-(3-methylimidazol-4-yl)anilino]-2-oxo-ethyl]-2-methyl-pyrazole-3-carboxamide